6-((6'-fluoro-2-carbonyl-2H-[1,2'-bipyridinyl]-3-yl)amino)-N-((1R,2S)-2-fluorocyclopropyl)-8-((methyl-d3)amino)imidazo[1,2-b]pyridazine-3-carboxamide FC1=CC=CC(=N1)N1C(C(=CC=C1)NC=1C=C(C=2N(N1)C(=CN2)C(=O)N[C@H]2[C@H](C2)F)NC([2H])([2H])[2H])=C=O